N-((2S,3S)-4,4-difluoro-1-(hydroxyamino)-3-methoxy-3-methyl-1-oxobutan-2-yl)-4-((4-(morpholinomethyl)phenyl)ethynyl)-benzamide FC([C@@]([C@@H](C(=O)NO)NC(C1=CC=C(C=C1)C#CC1=CC=C(C=C1)CN1CCOCC1)=O)(C)OC)F